BrC=1C=CC(=C(C1)S(=O)(=O)N)OCC 5-bromo-2-ethoxybenzene-1-sulfonamide